(R)-(6-(3-methylmorpholino)-1-(1-((2-(trimethylsilyl)ethoxy)methyl)-1H-pyrazol-3-yl)-1H-pyrazolo[3,4-b]Pyridin-4-yl)methanol C[C@@H]1COCCN1C1=CC(=C2C(=N1)N(N=C2)C2=NN(C=C2)COCC[Si](C)(C)C)CO